pyridazin-1-amine, formic acid salt C(=O)O.N1(NC=CC=C1)N